[Si](C)(C)(C(C)(C)C)OCCCC(O)C1=CC(=NC=2CCN(CC12)C(=O)[O-])C(=O)[O-] 4-(((tert-butyldimethylsilyl)oxy)-1-hydroxybutyl)-7,8-dihydro-1,6-naphthyridine-2,6(5H)-dicarboxylate